ClC=1C=CC2=C(C(CC(O2)C(=O)NC23[C@H](CC(CC2)(CC3)C=3OC(=NN3)C3CC(C3)OC(F)(F)F)O)O)C1 6-chloro-4-hydroxy-N-[(2S)-2-hydroxy-4-{5-[(1s,3R)-3-(trifluoromethoxy)cyclobutyl]-1,3,4-oxadiazol-2-yl}bicyclo[2.2.2]octan-1-yl]-3,4-dihydro-2H-1-benzopyran-2-carboxamide